C(CCC)P(CCCC)CCCC tri-(n-butyl)phosphine